[Sn].[Cu].[Mn] manganese-copper-tin